ClC1=C(C=CC=C1)C1=CNC2=NC(=CC=C21)NC(=O)C2CC2 N-[3-(2-chlorophenyl)-1H-pyrrolo[2,3-b]pyridin-6-yl]cyclopropanecarboxamide